C1(CC1)C1=NN(C=2N=C(NC(C21)=O)C)[C@H](CC)C2=NC=C(C=C2)C(F)(F)F |r| Racemic-3-cyclopropyl-6-methyl-1-(1-(5-(trifluoromethyl)pyridin-2-yl)propyl)-1H-pyrazolo[3,4-d]pyrimidin-4(5H)-one